cyclopropyl-(piperazin-1-yl) methyl Diketone CC(=O)C(=O)N1C(CNCC1)C1CC1